4-Bromo-3-(bromomethyl)-2-fluoropyridine BrC1=C(C(=NC=C1)F)CBr